N,N'-dimethyl-N'-(2,4-bis(4-methoxyphenyl)thiazol-5-yl-methyl)ethylenediamine CNCCN(CC1=C(N=C(S1)C1=CC=C(C=C1)OC)C1=CC=C(C=C1)OC)C